C1(=CC=CC=C1)CCCNC(C)C1=C(C=CC=C1)Br N-3-phenylpropyl-1-(2-bromo-phenyl)-1-ethylamine